C(CCCCCCC(C)C)OP1OCC2(CO1)COP(OC2)OCCCCCCCC(C)C 3,9-Bis(isodecyloxy)-2,4,8,10-tetraoxa-3,9-diphosphaspiro[5.5]undecane